[N+](=O)([O-])C1=CC=C(C=C1)B1OC(C)(C)C(C)(C)O1 p-nitrophenylboronic acid pinacol ester